C(C1=CC=CC=C1)(=O)[O-].[Co+2].C(C1=CC=CC=C1)(=O)[O-] cobalt(II) benzoate